CC1=C(CCNC(=O)C=2C(=NN(C2OC2=CC(=CC=C2)C(F)(F)F)C)C2OCCCO2)C=CC(=C1)C N-(2,4-dimethylphenethyl)-3-(1,3-dioxan-2-yl)-1-methyl-5-[3-(trifluoromethyl)phenoxy]-1H-pyrazole-4-carboxamide